NC1=C(C2=CN(N=C2C=C1Cl)CCOC)C#CCCC(=O)OC Methyl 5-(5-amino-6-chloro-2-(2-methoxyethyl)-2H-indazol-4-yl)pent-4-ynoate